N-((5-fluoro-2,3-dihydrobenzofuran-4-yl)methyl)-5-methyl-8-(trifluoromethyl)-6H-2,3,5a,9,12,13a-hexaazabenzo[4,5]cyclopenta[7,8]cycloocta[1,2,3-cd]inden-13-amine FC=1C=CC2=C(CCO2)C1CNC1=C2C(=C3C4=C(C=C(N4CC=C3C(F)(F)F)C)C=3N1C=NN3)N=CC=N2